(S)-2-(difluoromethyl)-5-(6-((4-(pyrrolidin-2-yl)-1H-1,2,3-triazol-1-yl)methyl)pyridin-3-yl)-1,3,4-oxadiazole FC(C=1OC(=NN1)C=1C=NC(=CC1)CN1N=NC(=C1)[C@H]1NCCC1)F